N-((6-(isoxazol-3-ylmethoxy)-5-(trifluoromethyl)-1H-indol-2-yl)methyl)azetidine-1-carboxamide O1N=C(C=C1)COC1=C(C=C2C=C(NC2=C1)CNC(=O)N1CCC1)C(F)(F)F